FC=1C=C(C(=O)NC(C(=O)O)CCN(CCCCC2=NC=3NCCCC3C=C2)CC(COC)F)C=CC1 2-[(3-fluorobenzoyl)amino]-4-[[2-fluoro-3-methoxy-propyl]-[4-(5,6,7,8-tetrahydro-1,8-naphthyridin-2-yl)butyl]amino]butanoic acid